C(C1=CC=CC=C1)OC1=CC(=C(C(=C1C(C)=O)Br)Cl)F 1-(6-(Benzyloxy)-2-bromo-3-chloro-4-fluorophenyl)ethanone